N-(acryloyl-oxyethyl)hexahydrophthalimide C(C=C)(=O)OCCN1C(C2C(C1=O)CCCC2)=O